2-[2-[[4-(3-aminopyrrolidin-1-yl)sulfonyl-1,3-benzothiazol-2-yl]methylcarbamoyl]indan-2-yl]acetic acid NC1CN(CC1)S(=O)(=O)C1=CC=CC2=C1N=C(S2)CNC(=O)C2(CC1=CC=CC=C1C2)CC(=O)O